(Z)-4-(2-(aminomethyl)-3-fluoropropyloxy)benzenesulfonamide hydrochloride Cl.NCC(COC1=CC=C(C=C1)S(=O)(=O)N)CF